1-tert-butyl 4-methyl 2-methylpiperidine-1,4-dicarboxylate CC1N(CCC(C1)C(=O)OC)C(=O)OC(C)(C)C